CC(=O)C1=CC=C(C=C1)O (4-hydroxyphenyl)ethan-1-one